O=C1OC(=NO1)CCCC1=CC=C(C=C1)NC(OC(C)(C)C)=O tert-butyl [4-{3-(5-oxo-1,4,2-dioxazol-3-yl)propyl}phenyl]carbamate